ClC1=CC=C2C(=C1)NC(C21N(C(C=2N=C(N(C21)C(C)C)C2=C(C=C(C=C2)C)OC)=O)C2=CC(=CC=C2)Cl)=O 6-chloro-5'-(3-chlorophenyl)-3'-isopropyl-2'-(2-methoxy-4-methylphenyl)-3'H-spiro[indoline-3,4'-pyrrolo[3,4-d]imidazole]-2,6'(5'H)-dione